C(C)S(=O)(=O)C1SC=2C(N=CN(C2)C2=CC3=C(N(C=N3)C)C=C2)=N1 2-ethylsulfonyl-6-(1-methyl-1H-benzo[d]imidazol-5-yl)thiazolo[4,5-d]pyrimidin